tert-butyl (tert-butoxycarbonyl)(4-chloro-3-(3-nitrobenzamido)phenyl)carbamate C(C)(C)(C)OC(=O)N(C(OC(C)(C)C)=O)C1=CC(=C(C=C1)Cl)NC(C1=CC(=CC=C1)[N+](=O)[O-])=O